NC1=C(C=CC(=C1)OC(F)(F)F)C(=O)N1CCC(CC1)C1=CNC2=NC=C(N=C21)C2CCC(CC2)O [2-amino-4-(trifluoromethoxy)phenyl]-[4-[2-(4-hydroxycyclohexyl)-5H-pyrrolo[2,3-b]pyrazin-7-yl]-1-piperidyl]methanone